C1(CC1)C=1N=CN(C1)C=1C(=CC(=C(C(=O)NC2=NC(=CC=C2)C=2N3C(=NN2)CCC32CC2)C1)F)C 5-(4-cyclopropyl-1H-imidazol-1-yl)-N-(6-(6',7'-dihydrospiro[cyclopropane-1,5'-pyrrolo[2,1-c][1,2,4]triazol]-3'-yl)pyridin-2-yl)-2-fluoro-4-methylbenzamide